6-(2,4-dioxo-1H-pyrimidin-5-yl)-4-[2-[4-(trifluoromethyl)phenyl]morpholin-4-yl]pyridazine-3-carbonitrile O=C1NC=C(C(N1)=O)C1=CC(=C(N=N1)C#N)N1CC(OCC1)C1=CC=C(C=C1)C(F)(F)F